1-(5-methoxy-6-methyl-6H-thieno[3,2-e]indol-2-yl)ethan-1-one COC=1C=C2C(=C3C=CN(C13)C)C=C(S2)C(C)=O